(-)-5,6,7,8-tetrahydro-6-[propyl-[2-(2-thienyl)ethyl]-amino]-1-naphthol C(CC)N(C1CC=2C=CC=C(C2CC1)O)CCC=1SC=CC1